NC[C@@]1(OC2=C(C1)C(=C(C=C2)Cl)C2=C(C(=O)N)C=CC(=C2F)OC)C2=CC=CC=C2 2-((2S,4S)-2-(aminomethyl)-5-chloro-2-phenyl-2,3-dihydrobenzofuran-4-yl)-3-fluoro-4-meth-oxybenzamide